CC=1C=C2C=NNC2=C(C1C)S(=O)(=O)Cl 5,6-dimethyl-1H-indazole-7-sulfonyl chloride